5-methyl-5,6,7,8-tetrahydrofolic acid CN1C=2C(NC(=NC2NCC1CNC1=CC=C(C(N[C@@H](CCC(=O)O)C(=O)O)=O)C=C1)N)=O